ClC1=NC(=NC(=N1)C1CC1)NC(=O)[C@@H]1[C@H](C1)C1=NC=CC(=N1)C |r| rac-(1S*,2S*)-N-(4-chloro-6-cyclopropyl-1,3,5-triazin-2-yl)-2-(4-methylpyrimidin-2-yl)cyclopropane-1-carboxamide